C1(=CC=CC=C1)N1CCCCC1 N-phenylpiperidine